[Cl-].C(CCCCCCCCC)N1CN(C=C1)C=C 1-decyl-3-vinylimidazole chloride salt